ClC1=NC2=CC=C(C=C2N=C1C1=CC=CC=C1)Cl 2,6-dichloro-3-phenylquinoxaline